C(C)(C)(C)OOC(C)(C)C1=CC=C(C=C1)C(C)(C)OOC(C)(C)C 1,4-bis(2-t-butylperoxyprop-2-yl)benzene